NC1=NC=NC=2N(C3=CC=C(C=C3C21)C(F)(F)F)CC(=O)N2[C@@H](CC(C2)(C)C)C(=O)NC2=NC(=CC=C2)Br (S)-1-(2-(4-amino-6-(trifluoromethyl)-9H-pyrimido[4,5-b]indol-9-yl)acetyl)-N-(6-bromopyridin-2-yl)-4,4-dimethylpyrrolidine-2-carboxamide